NC=1C=CC(=C2CN(C(C12)=O)CC(=C)C1=CC(=NC=C1)C(F)(F)F)C=1C=C2C(=NNC2=CC1)C=1SC=CC1 7-amino-4-[3-(thiophen-2-yl)-1H-indazol-5-yl]-2-{2-[2-(trifluoromethyl)pyridin-4-yl]prop-2-en-1-yl}-2,3-dihydro-1H-isoindol-1-one